N'-(propane-2-ylidene)benzoyl-hydrazine CC(C)=NNC(C1=CC=CC=C1)=O